FC=1C=C(C=NC1OC[C@](CC(C)C)(N)C)C1=CC(=NC=C1)C (S)-1-((5-fluoro-2'-methyl-[3,4'-bipyridin]-6-yl)oxy)-2,4-dimethylpentan-2-amine